tert-butyl 4-(3-cyano-2-(4-phenoxyphenyl)-9,10-dihydro-4H-benzo[d]pyrazolo[1,5-a][1,3]diazepin-6-yl)piperazine-1-carboxylate C(#N)C=1C(=NN2C1NC1=C(CC2)C=CC(=C1)N1CCN(CC1)C(=O)OC(C)(C)C)C1=CC=C(C=C1)OC1=CC=CC=C1